(R)-4-(6-((3-Fluoropyridin-4-yl)methoxy)-3-(hydroxymethyl)pyridin-2-yl)-3-(hydroxymethyl)piperazine-1-carboxylic acid tert-butyl ester C(C)(C)(C)OC(=O)N1C[C@@H](N(CC1)C1=NC(=CC=C1CO)OCC1=C(C=NC=C1)F)CO